C12CN(CC(N1)C2)C=2OC1=C(N2)C(=CC=C1C=1SC=CN1)C(C(F)(F)F)(C)OC 2-(3,6-diazabicyclo[3.1.1]heptan-3-yl)-7-(thiazol-2-yl)-4-(1,1,1-trifluoro-2-methoxypropan-2-yl)benzo[d]oxazole